2-(4-(2-(4-chloro-2-fluorophenyl)-2-methylbenzo[d][1,3]dioxol-4-yl)-3-fluorobenzyl)-1-(oxazol-5-ylmethyl)-1H-benzo[d]imidazol-6-carboxylic Acid ClC1=CC(=C(C=C1)C1(OC2=C(O1)C=CC=C2C2=C(C=C(CC1=NC3=C(N1CC1=CN=CO1)C=C(C=C3)C(=O)O)C=C2)F)C)F